ClC=1C=C(C=CC1)C(CNC(=O)NC1CCCC1)(C)OC([2H])([2H])[2H] 1-[2-(3-chlorophenyl)-2-(trideuteriomethoxy)propyl]-3-cyclopentyl-urea